Cl.BrC1=CC=CC2=C1CN(CCS2)C(=O)N2CCNCC2 (6-Bromo-2,3-dihydrobenzo[f][1,4]thiazepin-4(5H)-yl)(piperazin-1-yl)methanone hydrochloride